C(C1=CC=CC=C1)OC1=C(C=C(C=C1)C#CC1SCCCS1)OC 2-((4-(benzyloxy)-3-methoxyphenyl)ethynyl)-1,3-dithiane